2-(diethylamino)ethoxylsilane C(C)N(CCO[SiH3])CC